ON=C(C1=CC(=CC=C1)[N+](=O)[O-])N N'-hydroxy-3-nitrobenzamidine